NCCCCCCCCCCN1CCNCCCNCCNCCC1 11-[10-aminodecyl]-1,4,8,11-tetraazacyclotetradecane